(2-Methyl-8-(4-(trifluoromethyl)phenyl)imidazo[1,2-a]pyrazin-6-yl)methanamine CC=1N=C2N(C=C(N=C2C2=CC=C(C=C2)C(F)(F)F)CN)C1